C1(=CC=CC=C1)C1=NN(C=N1)CCC[Si](OC)(OC)OC 3-phenyl-1-[3-(trimethoxysilyl)propyl]-1,2,4-triazole